(6R)-3-methyl-1H,4H,5H,6H-cyclopenta[c]pyrazol-6-amine dihydrochloride Cl.Cl.CC=1C2=C(NN1)[C@@H](CC2)N